OC(COC(NS(=O)(=O)C=1SC(=C(C1C1=CC=C(C=C1)CN1C(=NC=C1)C(F)(F)F)C)CC(C)C)=O)(C)C (5-Isobutyl-4-methyl-3-(4-((2-(trifluoromethyl)-1H-imidazol-1-yl)methyl)phenyl)thiophen-2-yl)sulfonylcarbamic acid 2-hydroxy-2-methylpropyl ester